(1R,3S)-3-[3-({[4-methyl-2-(methylsulfonyl) phenyl]acetyl} amino)-1H-pyrazol-5-yl]cyclopentyl propylcarbamate C(CC)NC(O[C@H]1C[C@H](CC1)C1=CC(=NN1)NC(CC1=C(C=C(C=C1)C)S(=O)(=O)C)=O)=O